(S)-7-glycyl-N-((1-(phenylsulfonyl)-1H-pyrrolo[3,2-c]pyridin-2-yl)methyl)-1,4-dioxa-7-azaspiro[4.4]nonane-8-carboxamide NCC(=O)N1CC2(OCCO2)C[C@H]1C(=O)NCC1=CC=2C=NC=CC2N1S(=O)(=O)C1=CC=CC=C1